C(CC(=O)C)(=O)NC1=C(C(=O)OC)C=C(C(=C1)F)Br methyl 2-(N-acetoacetylamino)-5-bromo-4-fluorobenzoate